2-oxo-N-(phenyl(4-(piperidin-4-yl)phenyl)methyl)-6-(trifluoromethyl)-1,2-dihydropyridine-3-carboxamide O=C1NC(=CC=C1C(=O)NC(C1=CC=C(C=C1)C1CCNCC1)C1=CC=CC=C1)C(F)(F)F